CC1=CC=C(C(=O)O[C@@H](C(=O)O)[C@H](C(=O)O)OC(C2=CC=C(C=C2)C)=O)C=C1.C(C1=CC=CC=C1)N1C[C@@H](C(CC1)=O)C (S)-1-benzyl-3-methylpiperidine-4-one (2R,3R)-2,3-bis((4-methylbenzoyl)oxy)succinate